C(#C)C1=CC=C(C=C1)N1CCOCC1 4-(4-ethynylphenyl)morpholine